3-chloro-5-fluoro-4-hydroxybenzenesulfonamide ClC=1C=C(C=C(C1O)F)S(=O)(=O)N